ClC=1C(C(=C(C(C1)=O)C#N)C#N)=O Chloro-5,6-dicyano-p-benzoquinone